C(CCCCCC)(=O)NC=1SC(=C(N1)C)C=1C=CC(=C(C1)S(=O)(=O)N)OC 5-(2-heptanamido-4-methylthiazol-5-yl)-2-methoxyphenylsulphonamide